BrC1=CN(C(C=2NC=3CC(CCC3C21)C(C)(C)O)=O)C 4-bromo-7-(2-hydroxypropan-2-yl)-2-methyl-2,5,6,7,8,9-hexahydro-1H-pyrido[3,4-b]Indol-1-one